[Si].[Si](=O)=O silicon dioxide silicon